O=C1NC(CCC1N1C(C2=CC=C(C=C2C1)O[C@H]1[C@@H](CCCC1)NCC=1C=C(C#N)C=CC1)=O)=O 3-((((1R,2R)-2-((2-(2,6-dioxopiperidin-3-yl)-1-oxoisoindolin-5-yl)oxy)cyclohexyl)amino)methyl)benzonitrile